COC1=CC(=C(C=C1)[N+]#[C-])C 4-METHOXY-2-METHYL-PHENYLISOCYANIDE